N-(3-methacrylamidopropyl)-4-(4,4,5,5-tetramethyl-1,3,2-dioxaborolan-2-yl)benzamide C(C(=C)C)(=O)NCCCNC(C1=CC=C(C=C1)B1OC(C(O1)(C)C)(C)C)=O